(2S,4R)-1-[(2S)-3,3-dimethyl-2-[4-[(3,4,5-trimethylpyrazol-1-yl)methyl]triazol-1-yl]butanoyl]-4-hydroxy-N-methyl-pyrrolidine-2-carboxamide CC([C@@H](C(=O)N1[C@@H](C[C@H](C1)O)C(=O)NC)N1N=NC(=C1)CN1N=C(C(=C1C)C)C)(C)C